tert-butyl 3-(((2-(4-(2-hydroxyethyl) piperazin-1-yl)ethyl)amino) methylene)-2,4-dioxo-6-phenylcyclohexane-1-carboxylate OCCN1CCN(CC1)CCNC=C1C(C(C(CC1=O)C1=CC=CC=C1)C(=O)OC(C)(C)C)=O